C[C@@H]1[C@@H]([C@@H]([C@H]([C@@H](O1)O[C@@H]2[C@H](C3=CC4=C(C(=C3C5=C2C=C(C(=C5O)C(=O)N[C@H](C)C(=O)O)C)O)C(=O)C6=C(C4=O)C(=CC(=C6)OC)O)O)O)O)NC The molecule is a member of the class of prodimicins that is isolated from the cultured broth of Actinomadura hibisca No. P157-2 (ATCC 53557). It is an aromatic ether, a polyphenol, a secondary alcohol, a monosaccharide derivative, a polyketide, a pradimicin and a L-alanine derivative. It derives from a D-alanine.